N-(3,4-Dichloro-1H-indol-7-yl)-1-(2-hydroxy-1,1-dimethylethyl)pyrazol-4-sulfonamid ClC1=CNC2=C(C=CC(=C12)Cl)NS(=O)(=O)C=1C=NN(C1)C(CO)(C)C